NC1=CC=C(N=N1)C#CCN1C2=C(CCC(C1=O)C1=C(C=C(C=C1)C(F)(F)F)C1CC1)C=C(C=C2)F 1-(3-(6-aminopyridazin-3-yl)prop-2-ynyl)-3-(2-cyclopropyl-4-(trifluoromethyl)phenyl)-7-fluoro-4,5-dihydro-1H-benzo[b]azepin-2(3H)-one